2-methoxy-9H-fluorene COC1=CC=2CC3=CC=CC=C3C2C=C1